C1(=CC=C(C=C1)CN1C2=C(C=C1)SC(=C2)C)C2=CC=CC=C2 4-([1,1'-biphenyl]-4-ylmethyl)-2-methyl-4H-thieno[3,2-b]pyrrole